N-{4-[2-(4-fluorophenyl)-5-(prop-2-enoyl)-4,5,6,7-tetrahydropyrazolo[1,5-a]pyrazin-3-yl]pyridin-2-yl}cyclopropanecarboxamide FC1=CC=C(C=C1)C1=NN2C(CN(CC2)C(C=C)=O)=C1C1=CC(=NC=C1)NC(=O)C1CC1